(S)-8-chloro-6-(((2-methoxyquinolin-5-yl)(1-(1-(trifluoromethyl)cyclopropyl)-1H-1,2,3-triazol-4-yl)methyl)amino)-4-(neopentylamino)quinoline-3-carbonitrile ClC=1C=C(C=C2C(=C(C=NC12)C#N)NCC(C)(C)C)N[C@H](C=1N=NN(C1)C1(CC1)C(F)(F)F)C1=C2C=CC(=NC2=CC=C1)OC